1-(4-(4-AMINO-7-CYCLOPROPYL-7H-PYRROLO[2,3-D]PYRIMIDIN-5-YL)-2-FLUOROPHENYL)-3-(3-(SEC-BUTYL)ISOXAZOL-5-YL)UREA NC=1C2=C(N=CN1)N(C=C2C2=CC(=C(C=C2)NC(=O)NC2=CC(=NO2)C(C)CC)F)C2CC2